(2S,11aR)-7-Chloro-2-hydroxy-6-isopropoxy-8-methyl-2,3,11,11a-tetrahydro-1H,5H-benzo[f]pyrrolo[2,1-c][1,4]oxazepin-5-one ClC=1C(=CC2=C(C(N3[C@@H](CO2)C[C@@H](C3)O)=O)C1OC(C)C)C